ClC=1C=C(C(=O)NC(C)C=2N(N=C(N2)SC)C2=NC=C(C=C2)Cl)C=C(C1)S(=O)(=O)C 3-chloro-N-[1-[2-(5-chloro-2-pyridyl)-5-methylsulfanyl-1,2,4-triazol-3-yl]ethyl]-5-methylsulfonyl-benzamide